BrC=1C=CC=2N(C1)N=C(C2)[C@H]2N(CCC1=C2N=CN1)C(=O)C1=C(N=CO1)C#N (S)-5-(4-(6-bromopyrazolo[1,5-a]pyridin-2-yl)-4,5,6,7-tetrahydro-1H-imidazo[4,5-c]pyridine-5-carbonyl)oxazole-4-carbonitrile